6-bromo-N-[6-(2,2-difluoroethoxy)-5-fluoro-2-methoxy-3-pyridyl]pyrazolo[1,5-a]pyridine-3-sulfonamide BrC=1C=CC=2N(C1)N=CC2S(=O)(=O)NC=2C(=NC(=C(C2)F)OCC(F)F)OC